3-chlorophenylalanine ClC=1C=C(C[C@H](N)C(=O)O)C=CC1